CC1=NNC(=C1)NC1=NC(=CC(=N1)C1(CC1)C#N)N1[C@@H](COCC1)C (R)-1-(2-((3-methyl-1H-pyrazol-5-yl)amino)-6-(3-methylmorpholino)pyrimidin-4-yl)cyclopropanecarbonitrile